ClC=1C(=C(C=CC1)C(C)(C)NC=1C2=C(N=CN1)C=CC(=N2)O[C@@H]2CNCC2)F N-[1-(3-chloro-2-fluoro-phenyl)-1-methyl-ethyl]-6-[(3S)-pyrrolidin-3-yl]oxy-pyrido[3,2-d]pyrimidin-4-amine